BrC1=CC=C(C=C1)NC(=O)NN1C(NC(C1=O)(C(C)C)CO)=O 1-(4-bromophenyl)-3-[4-(hydroxymethyl)-2,5-dioxo-4-(propan-2-yl)imidazolidin-1-yl]urea